tert-butyl (2-(2-(methylamino)ethoxy)ethyl)carbamate CNCCOCCNC(OC(C)(C)C)=O